(6S,7R)-6-fluoro-7-(2-fluoro-5-methylphenyl)-3-(tetrahydro-2H-pyran-4-yl)-5,6,7,8-tetrahydropyrido[2,3-d]pyrimidine-2,4(1H,3H)-dione F[C@H]1CC2=C(NC(N(C2=O)C2CCOCC2)=O)N[C@@H]1C1=C(C=CC(=C1)C)F